N(=[N+]=[N-])CC1=C(C=CC(=C1)Br)SC (2-(azidomethyl)-4-bromophenyl)(methyl)sulfane